FC=1C(=CC=C2C(NC(NC12)=O)=O)CN1CCN(CC1)C=1C=CC(=NC1C)C(=O)NC 5-(4-((8-fluoro-2,4-dioxo-1,2,3,4-tetrahydroquinazolin-7-yl)methyl)piperazin-1-yl)-N,6-dimethylpicolinamide